tert-butyl (1R,5S)-3-[7-(8-ethynyl-7-fluoronaphthalen-1-yl)-8-fluoro-2-[2-(piperazin-1-yl)ethoxy]pyrido[4,3-d]pyrimidin-4-yl]-3,8-diazabicyclo[3.2.1]octane-8-carboxylate C(#C)C=1C(=CC=C2C=CC=C(C12)C1=C(C=2N=C(N=C(C2C=N1)N1C[C@H]2CC[C@@H](C1)N2C(=O)OC(C)(C)C)OCCN2CCNCC2)F)F